N1N=CC(=C1)CNC(=O)NC1=CC=C(C=C1)C=1SC2=C(N1)C=CC=C2 1-((1H-Pyrazol-4-yl)methyl)-3-(4-(benzo[d]thiazol-2-yl)phenyl)urea